6-methyl-3-((1-methyl-1H-indazol-7-yl)methoxy)picolinaldehyde CC1=CC=C(C(=N1)C=O)OCC=1C=CC=C2C=NN(C12)C